2-(4-Cyclopropyl-6-methoxypyrimidin-5-yl)pyrido[2,3-d]pyrimidin-7(8H)-one C1(CC1)C1=NC=NC(=C1C=1N=CC2=C(N1)NC(C=C2)=O)OC